(R)-2,2'-bis(dl-m-dimethylamino-phenylphosphino)-6,6'-dimethoxy-1,1'-biphenyl CN(C=1C=C(C=CC1)PC1=C(C(=CC=C1)OC)C1=C(C=CC=C1OC)PC1=CC(=CC=C1)N(C)C)C